COC1=CC=C(C(=O)NC=2SC(=CN2)[N+](=O)[O-])C=C1 4-methoxy-N-(5-nitrothiazol-2-yl)benzamide